2-(2-aminopyrimidin-4-yl)-3-[(3-chloro-2-methylphenyl)amino]-1h,5h,6h,7h-pyrrolo[3,2-c]pyridin-4-one NC1=NC=CC(=N1)C1=C(C=2C(NCCC2N1)=O)NC1=C(C(=CC=C1)Cl)C